C(#N)C1=CC=C(CC[C@H]2C[C@H](CCC2)CCC=2C=CC(=NC2)C#N)C=C1 5-(2-((1r,3s)-3-(4-cyanophenethyl)cyclohexyl)ethyl)pyridinecarbonitrile